ClC=1C(=NC=CC1)C=O (3-chloropyridin-2-yl)methanone